C(C)S(=O)(=O)NC1=CC(=C(OC=2C=C(OCCOCCOCC(=O)OC(C)(C)C)C=CC2)C=C1)C=1C2=C(C(N(C1)C)=O)N(C=C2)S(=O)(=O)C2=CC=C(C=C2)C tert-butyl 2-[2-[2-[3-[4-(ethylsulfonylamino)-2-[6-methyl-7-oxo-1-(p-tolylsulfonyl)pyrrolo[2,3-c]pyridin-4-yl]phenoxy]phenoxy]ethoxy]ethoxy]acetate